1-(1-(difluoromethyl)cyclopropyl)piperazine FC(C1(CC1)N1CCNCC1)F